ClC=1N=C2C(=NC1)NC=C2C2=NC(=CC(=N2)N[C@@H]2[C@H](C1CCC2CC1)C(=O)OCC)N1C=NC=C1 (2S,3S)-ethyl 3-((2-(2-chloro-5H-pyrrolo[2,3-b]pyrazin-7-yl)-6-(1H-imidazol-1-yl)pyrimidin-4-yl)amino)bicyclo[2.2.2]octane-2-carboxylate